ClC1=C(C=CC=C1)C1=C(C(=NC2=CC(=CC=C12)C1=NNC=C1)N1CC2(CN(C2)C(C=C)=O)CC1)C#N 4-(2-chlorophenyl)-2-(2-(2-propenoyl)-2,6-diazaspiro[3.4]octan-6-yl)-7-(1H-pyrazol-3-yl)-3-quinolinecarbonitrile